3-bromo-2,4,6-trifluorophenol BrC=1C(=C(C(=CC1F)F)O)F